phenyltriethoxysilaneoxysilane C1(=CC=CC=C1)[SiH2]O[Si](OCC)(OCC)OCC